N1C=C(C2=CC=CC=C12)C[C@@H](C)NCC=C (R)-N-(1-(1H-indol-3-yl)propan-2-yl)prop-2-en-1-amine